COC1=CC=2C3(C4=CC(=C(C=C4C2C=C1C(=O)O)C(=O)O)OC)C1=CC(=C(C=C1C=1C=C(C(=CC13)OC)C(=O)O)C(=O)O)OC 2,2',7,7'-tetramethoxy-3,3',6,6'-tetracarboxyl-9,9'-spirobifluorene